[Al].N(=O)N(C1=CC=CC=C1)O.N(=O)N(C1=CC=CC=C1)O.N(=O)N(C1=CC=CC=C1)O tris(N-nitroso-N-phenylhydroxyamine) aluminum salt